FC(OC1=CC=C(C=N1)NC(=O)C1=NC=CC(=N1)N1C=NC=C1)F N-(6-(difluoromethoxy)pyridin-3-yl)-4-(1H-imidazol-1-yl)pyrimidine-2-carboxamide